5-(2-thienoyl)amino-3-(1-pentyl-1,2,3,6-tetrahydropyridin-4-yl)-1H-indole S1C(=CC=C1)C(=O)NC=1C=C2C(=CNC2=CC1)C=1CCN(CC1)CCCCC